C(#N)C=1C=C(C=CC1F)NC(=O)C1C(N(C(C2=CC=CC=C12)=O)CC(F)(F)F)C=1C=NC(=CC1)OC(C)C (+/-)-N-(3-cyano-4-fluorophenyl)-3-(6-isopropoxypyridin-3-yl)-1-oxo-2-(2,2,2-trifluoroethyl)-1,2,3,4-tetrahydroisoquinoline-4-carboxamide